1,2-benzisoxazol-6-amine O1N=CC2=C1C=C(C=C2)N